(S)-4,4-difluoro-3-methylpiperidine-1,3-dicarboxylic acid 1-(tert-butyl) ester 3-methyl ester COC(=O)[C@@]1(CN(CCC1(F)F)C(=O)OC(C)(C)C)C